C(C)(C)(C)OC(NC1=NC=CC(=N1)Cl)=O N-(4-Chloropyrimidin-2-yl)carbamic acid tert-butyl ester